2-(2,6-dioxo-3-piperidyl)-7-fluoro-3-oxo-isoindoline-5-carbonitrile O=C1NC(CCC1N1CC2=C(C=C(C=C2C1=O)C#N)F)=O